ClC=1C(=CC(=C(C1)S(=O)(=O)NC=1SC=CN1)F)NC(CN(C)C)C1=CC=CC=C1 5-chloro-4-(2-(dimethylamino)-1-phenylethylamino)-2-fluoro-N-(thiazol-2-yl)benzenesulfonamide